3-(4-fluorophenyl)-3-(4-morpholinophenyl)-6-methoxy-7-(4-(2-hydroxycarbonyl-ethyl)carboxypiperidin-1-yl)-13,13-dimethyl-3H,13H-indeno[2',3':3,4]naphtho[1,2-b]pyran FC1=CC=C(C=C1)C1(C=CC2=C(O1)C=1C=C(C(=CC1C1=C2C(C2=CC=CC=C21)(C)C)N2C(CC(CC2)CCC(=O)O)C(=O)O)OC)C2=CC=C(C=C2)N2CCOCC2